O1CCC2=C1C(=CC=C2)CCCN2CCC(CC2)C2=CC=CC1=C2OCCN1C(C)=O 1-(8-(1-(3-(2,3-Dihydrobenzofuran-7-yl)propyl)piperidin-4-yl)-2,3-dihydro-4H-benzo[b][1,4]oxazin-4-yl)ethan-1-one